1-hexyl 21-octyl 11-(2-(diethylamino)ethyl)-5-(4-(hexyloxy)-4-oxobutyl)-17-(4-(octyloxy)-4-oxobutyl)-7,15-dioxo-6,8,14,16-tetraoxa-11-azahenicosandioate C(C)N(CCN(CCOC(OC(CCCC(=O)OCCCCCC)CCCC(=O)OCCCCCC)=O)CCOC(OC(CCCC(=O)OCCCCCCCC)CCCC(=O)OCCCCCCCC)=O)CC